[C@H]12CN(C[C@H](CC1)N2)C=2C1=C(N=C(N2)OC[C@]23CCCN3[C@H](CC2)CCl)C(=C(N=C1)C1=CC=CC2=CC=CC(=C12)Cl)F 4-((1R,5S)-3,8-diazabicyclo[3.2.1]octan-3-yl)-2-(((3R,7aS)-3-(chloromethyl)tetrahydro-1H-pyrrolizin-7a(5H)-yl)methoxy)-7-(8-chloronaphthalen-1-yl)-8-fluoropyrido[4,3-d]pyrimidine